4-(4-acryloyl-2-methylpiperazin-1-yl)-7-(5-chloro-2-fluorophenyl)-6-cyclopropyl-1-(2-isopropyl-4-methylpyridin-3-yl)pyrido[2,3-d]pyrimidin-2(1H)-one C(C=C)(=O)N1CC(N(CC1)C=1C2=C(N(C(N1)=O)C=1C(=NC=CC1C)C(C)C)N=C(C(=C2)C2CC2)C2=C(C=CC(=C2)Cl)F)C